N1CC(C1)C(=O)N1[C@@H](COCC1)C (R)-azetidin-3-yl(3-methylmorpholino)methanone